C(C)(C)(C)OC(COC1CCN(CC1)C(=O)OC(C)(C)C)=O tert-butyl 4-(2-tert-butoxy-2-oxo-ethoxy)piperidine-1-carboxylate